ClC1=C(C=C(C#N)C=C1)C=1NC2=CC(=C(C(=C2C(C1)=O)F)C=1C=NN(C1)C(F)F)F 4-chloro-3-(6-(1-(difluoromethyl)-1H-pyrazol-4-yl)-5,7-difluoro-4-oxo-1,4-dihydroquinolin-2-yl)benzonitrile